N1=C(C=CC=C1)CCNC(=O)C1CNCCC1 piperidine-3-carboxylic acid (2-pyridin-2-yl-ethyl)-amide